tri(butyl)phosphine oxide C(CCC)P(CCCC)(CCCC)=O